2-(5-{[(oxapent-3-yl)oxy]methyl}-1,3,4-oxadiazol-2-yl)-5-[4-(trifluoromethoxy)benzene-1-sulfonyl]pyridin-3-amine OCC(CC)OCC1=NN=C(O1)C1=NC=C(C=C1N)S(=O)(=O)C1=CC=C(C=C1)OC(F)(F)F